N2-(2-(1-(Cyclopropylsulfonyl)-1H-pyrazol-4-yl)pyrimidin-4-yl)-N4-((1s,4s)-4-fluorocyclohexyl)-5-(1-(2,2,2-trifluoroethyl)-1H-pyrazol-3-yl)pyridine-2,4-diamine C1(CC1)S(=O)(=O)N1N=CC(=C1)C1=NC=CC(=N1)NC1=NC=C(C(=C1)NC1CCC(CC1)F)C1=NN(C=C1)CC(F)(F)F